3-Methyl-4-carboxypyrrole CC1=CNC=C1C(=O)O